3-Methoxy-17-{2-[2-(2-methoxyethoxy)ethoxy]ethyl}morphinan-6-one COC=1C=CC=2C[C@@H]3[C@@H]4CCC(C[C@@]4(C2C1)CCN3CCOCCOCCOC)=O